6-(2-cyclopropyl-2-carboxyethyl)-2,2-dimethyl-4H-1,3-dioxin-4-one C1(CC1)C(CC1=CC(OC(O1)(C)C)=O)C(=O)O